C1(=CC=CC=2C3=CC=CC=C3NC12)C1=CC2=C(SC3=C2C=C(C=C3)C3=CC=CC=2C4=CC=CC=C4NC32)C=C1 2,8-bis(9H-carbazol-yl)dibenzothiophene